BrC1=CC=C(C=N1)[C@H]1[C@@H](C1)NC(OC(C)(C)C)=O tert-butyl (trans)-2-(6-bromopyridin-3-yl)cyclopropylcarbamate